(S)-4-(2-(difluoromethyl)-1H-benzo[d]imidazol-1-yl)-6-morpholino-N-(1-phenylpropyl)-1,3,5-triazin-2-amine FC(C1=NC2=C(N1C1=NC(=NC(=N1)N1CCOCC1)N[C@@H](CC)C1=CC=CC=C1)C=CC=C2)F